FC1=CC(=CC=2N(C[C@H](OC21)C)[C@@H](C)C2CCC(CC2)NC(OC(C)(C)C)=O)C=2OC(NN2)=O tert-butyl [(1S,4r)-4-{(1S)-1-[(2R)-8-fluoro-2-methyl-6-(5-oxo-4,5-dihydro-1,3,4-oxadiazol-2-yl)-2,3-dihydro-4H-1,4-benzoxazin-4-yl]ethyl}cyclohexyl]carbamate